(R)-N-((1s,3S)-1-(5-bromo-3-fluoropyridin-2-yl)-3-cyano-3-methylcyclobutyl)-2-methylpropane-2-sulfinamide BrC=1C=C(C(=NC1)C1(CC(C1)(C)C#N)N[S@](=O)C(C)(C)C)F